((1s,4s)-4-((6'-Chloro-5-(2,2,2-trifluoro-1-methoxyethyl)-[2,3'-bipyridin]-4'-yl)amino)cyclohexyl)methanol ClC1=CC(=C(C=N1)C1=NC=C(C=C1)[C@@H](C(F)(F)F)OC)NC1CCC(CC1)CO